(R)-3-((2-chloro-5-((prop-2-yn-1-yloxy)methyl)pyrimidin-4-yl)oxy)-10-methyl-9,10,11,12-tetrahydro-8H-[1,4]diazepino[5',6':4,5]thieno[3,2-f]quinoxalin-8-one ClC1=NC=C(C(=N1)OC1=NC=2C=CC3=C(C2N=C1)C1=C(S3)C(N[C@@H](CN1)C)=O)COCC#C